C[SH+](=O)C Dimethyl-sulfoxonium